Dimethylmethylene(cyclopentadienyl)(2,7-di-tert-butylfluorenyl)hafnium CC(C)=[Hf](C1=C(C=CC=2C3=CC=C(C=C3CC12)C(C)(C)C)C(C)(C)C)C1C=CC=C1